NCCC[N+]1=CN(C=C1)C1=NC=C(C=C1)OC[C@@H](C(=O)OC(C)(C)C)ON1C(C2=CC=CC=C2C1=O)=O (S)-3-(3-aminopropyl)-1-(5-(3-(tert-butoxy)-2-((1,3-dioxoisoindolin-2-yl)oxy)-3-oxopropoxy)pyridin-2-yl)-1H-imidazol-3-ium